CC1(OB(OC1(C)C)C1=CC=CC=2OC3=C(C21)C=CC(=C3)C3=CC=CC=C3)C 4,4,5,5-tetramethyl-2-(7-phenyldibenzo[b,d]furan-1-yl)-1,3,2-dioxaborolane